bis(mercaptomethylene)dibromocoronene SC=C1C(C=2C(=C(C=3C=CC4=CC=C5C=CC6=CC=C1C=1C2C3C4=C5C16)Br)Br)=CS